4-isobutyl-4-cyclohexene-1,2-dicarboxylic acid C(C(C)C)C=1CC(C(CC1)C(=O)O)C(=O)O